2-(1-Benzyl-3-(2,6-difluorophenyl)piperidin-3-yl)acetamide C(C1=CC=CC=C1)N1CC(CCC1)(C1=C(C=CC=C1F)F)CC(=O)N